aminotriazinone C1=C(C(=O)NN=N1)N